4-(7-(2-bromophenyl)-6,7-dihydropyrazolo[1,5-a]pyrazin-5(4H)-yl)-6-isopropylpyrimidin-2-amine BrC1=C(C=CC=C1)C1CN(CC=2N1N=CC2)C2=NC(=NC(=C2)C(C)C)N